4-bromo-D-phenylalanine BrC1=CC=C(C[C@@H](N)C(=O)O)C=C1